(R)-3-((6-(4-cyano-2-(ethoxymethoxy)phenyl)-5-methyl-1,2,4-triazin-3-yl)amino)piperidin C(#N)C1=CC(=C(C=C1)C1=C(N=C(N=N1)N[C@H]1CNCCC1)C)OCOCC